(2S,4S)-4-(difluoromethoxy)-1-((4-phenoxybenzoyl)glycyl)pyrrolidine-2-carboxylic acid FC(O[C@H]1C[C@H](N(C1)C(CNC(C1=CC=C(C=C1)OC1=CC=CC=C1)=O)=O)C(=O)O)F